C(C1=CC=CC=C1)[C@H](COC=1C=NC2=CC=CC=C2C1C(=O)OCC1=CC=CC=C1)NC([C@H](N(C([C@H](N(C(OCC=C)=O)C)CC(C)C)=O)C)C1CCCC1)=O benzyl 3-(((2R,5R,8R)-2-benzyl-5-cyclopentyl-8-isobutyl-6,9-dimethyl-4,7,10-trioxo-11-oxa-3,6,9-triazatetradec-13-en-1-yl)oxy)quinoline-4-carboxylate